2,5-dichloro-N-[1-(2,4-dichloro-5-fluoro-phenyl)ethyl]pyrimidin-4-amine ClC1=NC=C(C(=N1)NC(C)C1=C(C=C(C(=C1)F)Cl)Cl)Cl